(S)-1-benzyl-pyrrolidine-3-carbonyl chloride C(C1=CC=CC=C1)N1C[C@H](CC1)C(=O)Cl